5-bromo-7-fluoro-3,4-dihydroisoquinoline-2(1H)-carboxylic acid tert-butyl ester C(C)(C)(C)OC(=O)N1CC2=CC(=CC(=C2CC1)Br)F